4-(2,6-Bis(benzyloxy)-4-propylphenyl)-1-ethyl-5,7-dimethylindolin-2-one C(C1=CC=CC=C1)OC1=C(C(=CC(=C1)CCC)OCC1=CC=CC=C1)C1=C2CC(N(C2=C(C=C1C)C)CC)=O